5-((3-(8-bromo-3-(2,2,2-trifluoroethyl)indolizin-2-yl)prop-2-yn-1-yl)amino)-6-(methoxy-d3)pyridine-2-carboxylic acid methyl ester COC(=O)C1=NC(=C(C=C1)NCC#CC=1C=C2C(=CC=CN2C1CC(F)(F)F)Br)OC([2H])([2H])[2H]